Cl.C1N(CCC12CNCC2)CCC2=CC=C(C=C2)N2C(N=C(C=C2)NC(=O)N2CCN(CC2)C(C(C)(C)N)=O)=O N-(1-(4-(2-(2,7-Diazaspiro[4.4]nonan-2-yl)ethyl)phenyl)-2-oxo-1,2-dihydropyrimidin-4-yl)-4-(2-amino-2-methylpropanoyl)piperazine-1-carboxamide Hydrochloride Salt